NC(CCCCCCCCCC(=O)OCCCCCCC)CCCCCCCC\C=C/C\C=C/CCCCC heptyl (20Z,23Z)-11-aminononacosa-20,23-dienoate